1-(2-methyl-4-(4-((3-methyl-4-((1-methyl-1H-benzo[d]imidazol-5-yl)oxy)phenyl)amino)pyrido[3,2-d]pyrimidin-6-yl)piperidin-1-yl)prop-2-en-1-one CC1N(CCC(C1)C=1C=CC=2N=CN=C(C2N1)NC1=CC(=C(C=C1)OC1=CC2=C(N(C=N2)C)C=C1)C)C(C=C)=O